COC(=O)C=1C(=NC(=CC1)N(C(OC(C)(C)C)=O)CC1=C(C=C(C=C1)OC)OC)Cl 2-chloro-6-[6-(2,4-dimethoxyphenyl)-2,2-dimethyl-4-oxo-5-aza-3-oxahex-5-yl]pyridine-3-carboxylic acid methyl ester